C1OCC12CCC(CC2)CN(C2=C(C(=NC=N2)NCC2C(CN(CC2)CC(=O)N)O)F)CC 2-(4-(((6-(((2-oxaspiro[3.5]nonan-7-yl)methyl)(ethyl)amino)-5-fluoropyrimidin-4-yl)amino)methyl)-3-hydroxypiperidin-1-yl)acetamide